5-((7-Methyl-6-azaspiro[3.4]octan-6-yl)sulfonyl)benzo[d]isoxazole CC1N(CC2(CCC2)C1)S(=O)(=O)C=1C=CC2=C(C=NO2)C1